dimethylpyrido[3,4-d]pyridazine-1,7-diamine CC1=NC(=CC=2C1=C(N=NC2N)C)N